tert-Butyl-4-oxo-3-(phenylamino)-2-(pyridin-2-yl)-1,4,6,7-tetrahydro-5H-pyrrolo[3,2-c]pyridine-5-carboxylate C(C)(C)(C)OC(=O)N1C(C2=C(CC1)NC(=C2NC2=CC=CC=C2)C2=NC=CC=C2)=O